rel-(1R,2R)-N1,N2-Bis(2-pyridinylmethylene)-1,2-cyclohexanediamine N1=C(C=CC=C1)C=N[C@H]1[C@@H](CCCC1)N=CC1=NC=CC=C1 |o1:8,9|